NC1=C(C#N)C=C(C=C1)B1OC(C(O1)(C)C)(C)C 2-amino-5-(4,4,5,5-tetramethyl-1,3,2-dioxaborolan-2-yl)benzonitrile